CC(C)(SCCC(=O)C1CCCCC1)SCCC(=O)C1CCCCC1 3,3'-(propane-2,2-diylbis(sulfanediyl))bis(1-cyclohexylpropan-1-one)